5-Bromo-N-[4-[(6,7-dimethoxy-1,5-naphthyridin-4-yl)oxy]-2,5-difluorophenyl]-6-ethyl-1-methyl-4-oxopyridine-3-carboxamide BrC=1C(C(=CN(C1CC)C)C(=O)NC1=C(C=C(C(=C1)F)OC1=CC=NC2=CC(=C(N=C12)OC)OC)F)=O